6,7-dichloro-3-(1H-pyrazol-3-yl)-2-(5-(trifluoromethyl)-1H-1,2,4-triazol-3-yl)-1H-indole ClC1=CC=C2C(=C(NC2=C1Cl)C1=NNC(=N1)C(F)(F)F)C1=NNC=C1